semicarbazide perchlorate Cl(=O)(=O)(=O)O.NNC(=O)N